racemic-p-nitrophenol [N+](=O)([O-])C1=CC=C(C=C1)O